3-((2-(4-(hydroxymethyl)-1H-imidazol-2-yl)-5-((2-methyl-[1,1'-biphenyl]-3-yl)methoxy)phenoxy)methyl)benzonitrile OCC=1N=C(NC1)C1=C(OCC=2C=C(C#N)C=CC2)C=C(C=C1)OCC=1C(=C(C=CC1)C1=CC=CC=C1)C